O=C1NC(CCC1N1C(N(C2=C1C=CC(=C2)C2CCN(CC2)CC2CCC(CC2)OCCN(C(OC(C)(C)C)=O)C)C)=O)=O tert-butyl N-[2-[4-[[4-[1-(2,6-dioxo-3-piperidyl)-3-methyl-2-oxo-benzimidazol-5-yl]-1-piperidyl]methyl]cyclohexoxy]ethyl]-N-methyl-carbamate